(8β)-9,10-didehydro-N,N-diethyl-6-methyl-ergoline-8-carboxamide C(C)N(C(=O)[C@H]1CN([C@@H]2CC3=CNC4=CC=CC(C2=C1)=C34)C)CC